4-(1-(10H-phenothiazin-2-yl)vinyl)-N-cyclobutylbenzenesulfonamide C1=C(C=CC=2SC3=CC=CC=C3NC12)C(=C)C1=CC=C(C=C1)S(=O)(=O)NC1CCC1